C(C)(C)(C)OC(=O)N1N=C(C2=CC(=CC(=C12)F)C(=O)O)C 1-(tert-Butoxycarbonyl)-7-fluoro-3-methyl-1H-indazole-5-carboxylic acid